4,4'-bithiazole-2,2'-diamine S1C(=NC(=C1)C=1N=C(SC1)N)N